Strontium chlorid [Cl-].[Sr+2].[Cl-]